ClC1=CC(=C(C=C1)[C@@H]1OC2=C(C=CC=C2C=C1)C1CCN(CC1)CC1=NC2=C(C=NC(=C2)C(OC)=N)N1C[C@H]1OCC1)F methyl 2-((4-((R)-2-(4-chloro-2-fluorophenyl)-2H-chromen-8-yl)piperidin-1-yl)methyl)-3-(((S)-oxetan-2-yl)methyl)-3H-imidazo[4,5-c]pyridine-6-carbimidate